C(C)(C)(C)OC(=O)N1CCN(CC1)CC1CCN(CC1)C=1C(=C(C(=O)O)C=CC1)F 3-(4-[[4-(tert-butoxycarbonyl)piperazin-1-yl]methyl]piperidin-1-yl)-2-fluorobenzoic acid